2-(benzyloxy)benzonitrile C(C1=CC=CC=C1)OC1=C(C#N)C=CC=C1